tert-butyl (3S)-6-[tert-butoxycarbonyl(methyl)amino]-3-[[3-(5-methyl-1,2,4-oxadiazol-3-yl)benzoyl]amino]hexanoate C(C)(C)(C)OC(=O)N(CCC[C@@H](CC(=O)OC(C)(C)C)NC(C1=CC(=CC=C1)C1=NOC(=N1)C)=O)C